NC=1NC(=C(N1)C1=CC2=C(OCCN2)C=C1)C1=CC(=NC=C1)N 4-(2-Amino-4-(3,4-dihydro-2H-benzo[b][1,4]oxazin-6-yl)-1H-imidazol-5-yl)pyridin-2-amine